((4S,5S)-5-phenyl-2,2-diethyl-1,3-dioxolan-4-yl)methyl sulfamate S(N)(OC[C@@H]1OC(O[C@H]1C1=CC=CC=C1)(CC)CC)(=O)=O